tert-butyl 5-[7-(2-methoxy-4,6-dimethyl-phenyl)-4-[2-(4,4,5,5-tetramethyl-1,3,2-dioxaborolan-2-yl)ethyl]-1,8-naphthyridin-2-yl]-3,6-dihydro-2H-pyridine-1-carboxylate COC1=C(C(=CC(=C1)C)C)C1=CC=C2C(=CC(=NC2=N1)C1=CCCN(C1)C(=O)OC(C)(C)C)CCB1OC(C(O1)(C)C)(C)C